5-Amino-3-(4-(2-((3-(3-chloropyridin-2-yl)isoxazol-5-yl)amino)-2-oxoethyl)phenyl)-1-isopropyl-1H-pyrazole-4-carboxamide NC1=C(C(=NN1C(C)C)C1=CC=C(C=C1)CC(=O)NC1=CC(=NO1)C1=NC=CC=C1Cl)C(=O)N